C(C)(=O)N1CCC(CC1)NCC=1C=C2CN(CC2=CC1F)C1=C(C(N(N=C1)COCC[Si](C)(C)C)=O)C(F)(F)F 5-(5-[[(1-acetylpiperidin-4-yl)amino]methyl]-6-fluoro-2,3-dihydro-1H-isoindol-2-yl)-4-(trifluoromethyl)-2-[[2-(trimethylsilyl)ethoxy]methyl]-2,3-dihydropyridazin-3-one